C(C)(C)(C)OC(N(C)S(=O)(=O)C1=CC(=C(C=C1)OC1=CC(=CC=C1)C(F)(F)F)Br)=O.FC=1C=C(C=CC1O)C(C)=O 1-(3-fluoro-4-hydroxyphenyl)ethanone tert-butyl-N-[3-bromo-4-[3-(trifluoromethyl)phenoxy]phenyl]sulfonyl-N-methyl-carbamate